5-{4-amino-5-[(4,4-difluoropiperidin-1-yl)methyl]pyrrolo[2,1-f][1,2,4]triazin-7-yl}-4-fluoro-N-[(3R,4S)-4-fluoro-1-(2-fluoro-2-methylpropanoyl)pyrrolidin-3-yl]-2-methoxybenzamide NC1=NC=NN2C1=C(C=C2C=2C(=CC(=C(C(=O)N[C@@H]1CN(C[C@@H]1F)C(C(C)(C)F)=O)C2)OC)F)CN2CCC(CC2)(F)F